C1C(CC12CCNCC2)OCCO 2-[7-azaspiro[3.5]nonan-2-yloxy]ethan-1-ol